C(C)N(C(OC(C)(C)C)=O)C1CCN(CC1)C=1C2=CN(N=C2C(=CC1)C(NC=1C(=C(C=2N(C1)C=C(N2)C)F)OC)=O)C tert-butyl N-ethyl-N-{1-[7-({8-fluoro-7-methoxy-2-methylimidazo[1,2-a]pyridin-6-yl}carbamoyl)-2-methylindazol-4-yl]piperidin-4-yl}carbamate